3-[5-(hydroxymethyl)-1-oxo-isoindolin-2-yl]piperidine-2,6-dione OCC=1C=C2CN(C(C2=CC1)=O)C1C(NC(CC1)=O)=O